C(C)(C)(C)NS(=O)(=O)C1=CC(=C(C=C1)NC([C@H](CC1=CC=CC=C1)NC(C1=CC=C(C=C1)F)=O)=O)F (S)-N-(1-(4-(N-tert-butylsulfamoyl)-2-fluorophenylamino)-1-oxo-3-phenylpropan-2-yl)-4-fluorobenzamide